6-Benzyl 5-Methyl (R)-6-Azaspiro[2.5]Octane-5,6-Dicarboxylate C1CC12C[C@@H](N(CC2)C(=O)OCC2=CC=CC=C2)C(=O)OC